IMIDAZO[1,2-A]PYRIDINIUM [NH+]=1C=CN2C1C=CC=C2